2-(6-{1-[1-(1,4-dioxane-2-yl)-3-methylbutan-2-yl]azetidin-3-yl}-3-methylimidazo[1,5-a]pyridin-8-yl)-N-ethyl-5-fluoro-N-(isopropyl)benzamide O1C(COCC1)CC(C(C)C)N1CC(C1)C=1C=C(C=2N(C1)C(=NC2)C)C2=C(C(=O)N(C(C)C)CC)C=C(C=C2)F